tert-butyl (6-(4-nitro-3-(trifluoromethyl)phenoxy)spiro[3.3]heptan-2-yl)carbamate [N+](=O)([O-])C1=C(C=C(OC2CC3(CC(C3)NC(OC(C)(C)C)=O)C2)C=C1)C(F)(F)F